O=C1N(C(C2=CC=CC=C12)=O)[C@H](CC(=O)O)C(C)C (R)-3-(1,3-Dioxoisoindolin-2-yl)-4-methylpentanoic acid